C(#N)CC1=CC=C(C(=C1C#N)C#C[Si](C(C)C)(C(C)C)C(C)C)F 6-(cyanomethyl)-3-fluoro-2-(2-triisopropylsilylethynyl)benzonitrile